3-Butylnonyl 8-((8-(heptadecan-9-yloxy)-8-oxooctyl)(2-hydroxyethyl)amino)octanoate CCCCCCCCC(CCCCCCCC)OC(CCCCCCCN(CCCCCCCC(=O)OCCC(CCCCCC)CCCC)CCO)=O